Cl.C(C)(C)OC=1C=C2C(=CNC2=CC1)C=1CCN(CC1)CCC=1C=NN(C1)CC(C)(C)C 5-isopropoxy-3-[1,2,3,6-tetrahydro-1-[2-[1-neopentyl-1H-pyrazol-4-yl]ethyl]-4-pyridinyl]-1H-indole hydrochloride